FC1=C(C=C(C=C1)C(F)(F)F)NC(=O)[C@]12[C@H]3C[C@@H]([C@@H]([C@@]2(C1)C=1C(=NN(C1)C)C(F)(F)F)O3)O |r| rac-(1r,2r,4s,5r,6s)-N-(2-fluoro-5-(trifluoromethyl)phenyl)-6-hydroxy-4-(1-methyl-3-(trifluoromethyl)-1H-pyrazol-4-yl)-8-oxatricyclo[3.2.1.02,4]octane-2-carboxamide